9-methyl-7-[(7-methyl-1H-indazol-5-yl)methyl]-12,15,25-trioxa-4,6,9,21,23-pentaazatetracyclo[17.6.2.21,4.022,26]nonacosa-17,19(27),20,22(26)-tetraen-5,8,24-trione CN1C(C(NC(N2CCC3(OC(NC=4N=CC(C=CCOCCOCC1)=CC34)=O)CC2)=O)CC=2C=C3C=NNC3=C(C2)C)=O